S1C2=C(C(=C1)C(C1=C(C=CC3=CC=CC=C13)O)NC=1SC3=C(N1)C=CC=C3)C=CC=C2 1-(benzo[b]thiophen-3-yl-(benzo[d]thiazol-2-ylamino)methyl)naphthalen-2-ol